CC(CNC1=C(C(=CC=C1)C)[N+](=O)[O-])(C)O 2-methyl-1-(3-methyl-2-nitroanilino)propan-2-ol